(S)-7-fluoro-8-((4-((2-hydroxy-1-phenylethyl)amino)-5-(1,3,4-oxadiazol-2-yl)pyrimidin-2-yl)amino)-3-methyl-2,3-dihydro-1H,11H-[1,2,5]triazepino[1,2-a]indazole-4,11(5H)-dione FC1=C(C=CC=2C(N3N(C12)CC(N(CC3)C)=O)=O)NC3=NC=C(C(=N3)N[C@H](CO)C3=CC=CC=C3)C=3OC=NN3